3-(2-(chloromethyl)-6-cyclopropylimidazo[1,2-a]pyridin-8-yl)propanenitrile ClCC=1N=C2N(C=C(C=C2CCC#N)C2CC2)C1